2-(2-((3R,4R)-3-Amino-4-fluoropiperidin-1-yl)-5,6-difluoro-1H-benzo[d]imidazol-1-yl)-1-(4-(pyrimidin-2-yl)piperazin-1-yl)ethanon N[C@@H]1CN(CC[C@H]1F)C1=NC2=C(N1CC(=O)N1CCN(CC1)C1=NC=CC=N1)C=C(C(=C2)F)F